tert-Butyl N-(5-bromo-2-iodo-4-methyl-3-pyridyl)carbamate BrC=1C(=C(C(=NC1)I)NC(OC(C)(C)C)=O)C